C(#N)C1=CC2=C(C(N(N=C2C(C)C)CC(=O)NC2=NC=CC=N2)=O)S1 2-(2-Cyano-4-isopropyl-7-oxo-thieno[2,3-d]pyridazin-6-yl)-N-pyrimidin-2-yl-acetamide